FC=1C=C(C=C(C1)F)S(=NS(=O)(=O)C1=CC=C(C=C1)[N+](=O)[O-])(=NC(C)(CC(C)(C)C)C)N1CCOCC1 N-((3,5-Difluorophenyl)(morpholino)((2,4,4-trimethylpentan-2-yl)imino)-λ6-sulfaneylidene)-4-nitrobenzenesulfonamide